2-((4-amino-3,5-dichloro-6-fluoropyridin-2-yl)oxy)acetic acid NC1=C(C(=NC(=C1Cl)F)OCC(=O)O)Cl